(S)-methyl 2-(2-(3-(5-((dicyclopropylmethyl) carbamoyl)-4H-1,2,4-triazol-3-yl) phenyl) oxazole-5-carboxamido)-3-methylbutyrate C1(CC1)C(C1CC1)NC(=O)C=1NC(=NN1)C=1C=C(C=CC1)C=1OC(=CN1)C(=O)N[C@H](C(=O)OC)C(C)C